C(C)(=O)C1=CC(=C(C=C1)S(=O)(=O)N1C[C@@H]([C@@](C1)(CO)O)OC1=CC(=C(C#N)C=C1)F)C#N 4-(((3s,4r)-1-((4-acetyl-2-cyanophenyl)sulfonyl)-4-hydroxy-4-(hydroxymethyl)pyrrolidin-3-yl)oxy)-2-fluorobenzonitrile